p-Dioxocyclohexane O=C1CCC(CC1)=O